OC=1C=C(C=C(C1)O)C=1N=NN(C1)CC(=O)C1=CC=C(C=C1)O (4-(3,5-dihydroxyphenyl)-1H-1,2,3-triazol-1-yl)-1-(4-hydroxyphenyl)ethan-1-one